C(CCCCC)O hexane-1-ol